4-hydroxy-N-(4-(4-methylthiazole-5-yl)benzyl)pyrrolidine-2-carboxamide OC1CC(NC1)C(=O)NCC1=CC=C(C=C1)C1=C(N=CS1)C